N-[3-(4,5-dihydro-3H-imidazol-2-yl)phenyl]-1-[(4-fluorophenyl)amino]methanamide N1=C(NCC1)C=1C=C(C=CC1)NC(=O)NC1=CC=C(C=C1)F